N-(2'-((2-fluorophenyl)selanyl)-5'-methyl-[1,1'-biphenyl]-2-yl)picolinamide FC1=C(C=CC=C1)[Se]C1=C(C=C(C=C1)C)C1=C(C=CC=C1)NC(C1=NC=CC=C1)=O